tert-Butyl ((1r,4r)-4-((2-(6-chloro-6'-cyano-2'-fluoro-3'-(2-methoxyethoxy)-[1,1'-biphenyl]-3-yl)-2-phenylethyl)amino)cyclohexyl)(oxetan-3-yl)carbamate ClC1=CC=C(C=C1C1=C(C(=CC=C1C#N)OCCOC)F)C(CNC1CCC(CC1)N(C(OC(C)(C)C)=O)C1COC1)C1=CC=CC=C1